2-fluoro-6-((2-(1-(2,2,2-trifluoroethyl)-1H-pyrazol-5-yl)pyridin-3-yl)methoxy)benzaldehyde FC1=C(C=O)C(=CC=C1)OCC=1C(=NC=CC1)C1=CC=NN1CC(F)(F)F